ClC1=CC=C(C(=N1)N1N=CC(=C1C(F)(F)F)C(=O)NC=1C=NC(=C(C1)Cl)N1N=CC=N1)C(F)(F)F 1-(6-chloro-3-(trifluoromethyl)pyridin-2-yl)-N-(5-chloro-6-(2H-1,2,3-triazol-2-yl)pyridin-3-yl)-5-(trifluoromethyl)-1H-pyrazole-4-carboxamide